CN(C(=O)N1CC2(C1)CCN(CC2)C(=O)OC(C)(C)C)C tert-butyl 2-(dimethylcarbamoyl)-2,7-diazaspiro[3.5]nonane-7-carboxylate